O[C@@]1(C[C@@H](CCC1)NC1=NC(=NC=C1C#N)NC1CCC(CC1)OC([2H])([2H])[2H])C 4-((1R,3S)-3-hydroxy-3-methylcyclohexylamino)-2-((1r,4R)-4-((2H3)methyloxy)cyclohexyl-amino)pyrimidine-5-carbonitrile